6,10,13-Trimethyltetradecan-1-ol CC(CCCCCO)CCCC(CCC(C)C)C